1-di-(ethylthioethyl)amino-3-methylenepent-4-ene C(C)SCCN(CCC(C=C)=C)CCSCC